4-[[4-fluoro-3-[4-[2-[4-(4-piperidyloxy)-1-piperidyl]acetyl]piperazine-1-carbonyl]phenyl]methyl]-2H-phthalazin-1-one FC1=C(C=C(C=C1)CC1=NNC(C2=CC=CC=C12)=O)C(=O)N1CCN(CC1)C(CN1CCC(CC1)OC1CCNCC1)=O